(3S,6S,10aS)-6-{[(tert-butoxy)carbonyl]amino}-5-oxo-decahydropyrrolo[1,2-a]azocine-3-carboxylic acid C(C)(C)(C)OC(=O)N[C@H]1CCCC[C@@H]2N(C1=O)[C@@H](CC2)C(=O)O